FC1=C(C=CC=C1)N1N=C(C=C1C1=CC(=CC=C1)OCC(C)C)C(=O)OC Methyl 1-(2-fluorophenyl)-5-[3-(2-methylpropoxy)phenyl]-1H-pyrazole-3-carboxylate